5-[3-{[(4-Ethylpiperidin-4-yl)methyl]amino}-4-(trifluoromethyl)phenyl]-1,3,4-oxadiazol-2(3H)-one C(C)C1(CCNCC1)CNC=1C=C(C=CC1C(F)(F)F)C1=NNC(O1)=O